N1(C=NC=C1)C=1C(=C(C(CC1)(C)C)/C=C/C(=C/C=C/C(=C\C(=O)OC)/C)/C)C (2Z,4E,6E,8E)-methyl 9-(3-(1H-imidazol-1-yl)-2,6,6-trimethylcyclohexa-1,3-dien-1-yl)-3,7-dimethylnona-2,4,6,8-tetraenoate